propenyl-triphenyltin C(=CC)[Sn](C1=CC=CC=C1)(C1=CC=CC=C1)C1=CC=CC=C1